octadec-9,11,13-trien-1-ol C(CCCCCCCC=CC=CC=CCCCC)O